CC1=NC=NC(=C1CO)C1=CC=CC=C1 (4-Methyl-6-phenylpyrimidin-5-yl)methanol